4-(2-{5-[(1R,4R,7R)-7-amino-2-azabicyclo[2.2.1]heptane-2-carbonyl]-7-methoxy-1-methyl-1H-1,3-benzodiazol-2-yl}-1-(cyclopropylmethyl)-1H-indol-7-yl)-2-fluorophenol N[C@H]1[C@@H]2N(C[C@H]1CC2)C(=O)C2=CC1=C(N(C(=N1)C=1N(C3=C(C=CC=C3C1)C1=CC(=C(C=C1)O)F)CC1CC1)C)C(=C2)OC